4-Hydroxybutan-2-One OCCC(C)=O